dibehenylethyl-dimethyl-ammonium chloride [Cl-].C(CCCCCCCCCCCCCCCCCCCCC)C([NH+](C)CC)CCCCCCCCCCCCCCCCCCCCCC